nickel cobalt hydroxide [Co](O)O.[Ni]